C1(CC1)(C(=O)OC)C(=O)OC dimethyl cyclopropane-1,1-dicarboxylate